Cl.FC(C1=NN=C(S1)[C@@H](C)N)(F)F (1R)-1-[5-(trifluoromethyl)-1,3,4-thiadiazol-2-yl]ethylamine hydrochloride